COC=1C(=CC(=C(C1)N1CCC(CC1)N(C)C)C=1C=NN(C1)C)[N+](=O)[O-] 1-(5-methoxy-2-(1-methyl-1H-pyrazol-4-yl)-4-nitrophenyl)-N,N-dimethylpiperidin-4-amine